1-{4-[(1R)-1-Aminoethyl]-3-Chloro-2,6-Diethoxyphenyl}Ethan-1-One N[C@H](C)C1=C(C(=C(C(=C1)OCC)C(C)=O)OCC)Cl